CC(CO)C(C(CO)C)CC 2,4-dimethyl-3-ethyl-1,5-pentanediol